rac-benzyl ((2S,3R,4R)-1-acetyl-2,3-dimethyl-8-oxo-1,2,3,4,7,8-hexahydro-1,7-naphthyridin-4-yl)carbamate C(C)(=O)N1[C@H]([C@@H]([C@H](C=2C=CNC(C12)=O)NC(OCC1=CC=CC=C1)=O)C)C |r|